tert-butyl 4-(9-acetyl-7-cyano-4-methyl-5-oxo-pyrazolo[3,4-c]isoquinolin-3-yl)piperidine-1-carboxylate C(C)(=O)C=1C=2C3=C(N(C(C2C=C(C1)C#N)=O)C)N(N=C3)C3CCN(CC3)C(=O)OC(C)(C)C